4-cyclohexanedimethanol naphthalate C1(=CC=CC2=CC=CC=C12)C(=O)OCC1CCC(CC1)CO